C1(=CC=CC=C1)C1=NC=C(C(=N1)N)N phenyl-pyrimidine-4,5-diamine